C(C1=CC=CC=C1)N(C1CCC(CC1)(O)CC)CC1=CC=CC=C1 trans-4-(dibenzylamino)-1-ethylcyclohexane-1-ol